C(=O)C=1OC=CC1 formylfuran